6-(2-hydroxyethyl)-4-methylpyridazin-3-ol OCCC1=CC(=C(N=N1)O)C